N-(3-(4-chlorophenoxy)propyl)-2-(furan-3-yl)-6-methylthieno[2,3-d]pyrimidin-4-amine ClC1=CC=C(OCCCNC=2C3=C(N=C(N2)C2=COC=C2)SC(=C3)C)C=C1